N5,N5-bis(4-tert-butylphenyl)-dinaphtho[1,2-d:1',2'-d']Benzo[1,2-b:5,4-b']Difuran-5-amine C(C)(C)(C)C1=CC=C(C=C1)N(C1=CC2=C(C3=C(O2)C=C2OC4=C(C2=C3)C3=CC=CC=C3C=C4)C=4C=CC=CC14)C1=CC=C(C=C1)C(C)(C)C